N-(cyclopropylmethyl)-6-[3-(4,5-dihydro-1H-imidazol-1-yl)propoxy]-7-methoxy-1H,2H,3H-cyclopenta[b]quinolin-9-amine C1(CC1)CNC1=C2C(=NC=3C=C(C(=CC13)OC)OCCCN1C=NCC1)CCC2